CN(CCCOC=C)C 3-(Dimethylamino)propylvinylether